C(C)(C)(C)OC(=O)NCCCC(C)OC1=NC=CC(=C1)N(C(OC(C)(C)C)=O)C1=CC(=NN1C(C)(C)C)[C@@H]1C[C@@H](CC1)O[Si](C)(C)C(C)(C)C tert-butyl (2-((5-((tert-butoxycarbonyl)amino)pentan-2-yl)oxy)pyridin-4-yl)(1-(tert-butyl)-3-((1S,3R)-3-((tert-butyldimethylsilyl)oxy)cyclopentyl)-1H-pyrazol-5-yl)carbamate